C1(CC1)CNC(C1=C(C=CC=C1)OC)=O N-(cyclopropylmethyl)-2-methoxybenzamide